5-Methoxy-2,2-dimethyl-N-(3-methyl-1H-indazol-6-yl)-2H-chromene-6-carboxamide COC1=C2C=CC(OC2=CC=C1C(=O)NC1=CC=C2C(=NNC2=C1)C)(C)C